benzyl (2R,3S,4S)-3,4-bis(benzyloxy)-2-{[2-fluoro-4-(1,3-oxazol-5-yl)phenyl]methyl}pyrrolidine-1-carboxylate C(C1=CC=CC=C1)O[C@H]1[C@H](N(C[C@@H]1OCC1=CC=CC=C1)C(=O)OCC1=CC=CC=C1)CC1=C(C=C(C=C1)C1=CN=CO1)F